ClC1=C(C=CC(=C1)Cl)C1=C(C=2C=CC(=CC2CC1)C(=O)O)C1=CC=C(C=C1)O[C@@H]1CN(CC1)C\C=C\C(=O)N(C)C (S,E)-6-(2,4-dichlorophenyl)-5-(4-((1-(4-(dimethylamino)-4-oxobut-2-en-1-yl)pyrrolidin-3-yl)oxy)phenyl)-7,8-dihydronaphthalene-2-carboxylic acid